(R)-(5-chloro-2-methoxyphenyl)(1H-indol-2-yl)methylamine ClC=1C=CC(=C(C1)NCC=1NC2=CC=CC=C2C1)OC